N1C=NC(=C1)C1=C(N=C2N1C=C(C=N2)COCCN2N=C(C=C2)C)C2=NC(=NN2)C(F)(F)F 5-[3-(1H-imidazol-4-yl)-6-{[2-(3-methyl-1H-pyrazol-1-yl)ethoxy]methyl}imidazo[1,2-a]pyrimidin-2-yl]-3-(trifluoromethyl)-1H-1,2,4-triazole